5-(4-amino-1-(4-(methylamino)butyl)-1H-pyrazolo[3,4-d]pyrimidin-3-yl)benzo[d]oxazol-2-amine trifluoroacetic Acid Salt FC(C(=O)O)(F)F.NC1=C2C(=NC=N1)N(N=C2C=2C=CC1=C(N=C(O1)N)C2)CCCCNC